2-(1-isopropyl-3-methyl-1H-indazol-7-yl)-2-(3-(5-(5,6,7,8-tetrahydro-1,8-naphthyridin-2-yl)pentyloxy)azetidin-1-yl)acetic acid C(C)(C)N1N=C(C2=CC=CC(=C12)C(C(=O)O)N1CC(C1)OCCCCCC1=NC=2NCCCC2C=C1)C